sodium (6-{[5-cyclopropyl-1-(oxan-2-yl)-1H-pyrazol-3-yl]amino}-5-methoxy-1,2-benzoxazol-3-yl){4-[(2R)-1,4-dioxan-2-yl]-2,6-dimethoxybenzene-1-sulfonyl}azanide C1(CC1)C1=CC(=NN1C1OCCCC1)NC1=CC2=C(C(=NO2)[N-]S(=O)(=O)C2=C(C=C(C=C2OC)[C@H]2OCCOC2)OC)C=C1OC.[Na+]